O=S1(CCN(CC1)C(=O)C1=C(C=C(C=C1)NC(=O)C1CC1)N1C(CCC1)=O)=O N-[4-(1,1-dioxo-1,4-thiazinane-4-carbonyl)-3-(2-oxopyrrolidin-1-yl)phenyl]cyclopropanecarboxamide